[Na].C=C(OC(N(C1CCCCC1)C1CCCCC1)=O)C methylenebis-4-cyclohexyl-urethane sodium